tert-butyl ((S)-2-(4-(benzyloxy)phenyl)-1-((S)-oxiran-2-yl)ethyl)carbamate C(C1=CC=CC=C1)OC1=CC=C(C=C1)C[C@@H]([C@@H]1OC1)NC(OC(C)(C)C)=O